NCCCCC(C(=O)O)NC(=O)NC(CCC(=O)O)C(=O)O 6-amino-2-[3-(1,3-dicarboxypropyl)ureido]-hexanoic acid